4-(2-(triethoxysilyl)prop-2-yl)tetrahydro-1,4-oxazine C(C)O[Si](C(C)(C)N1CCOCC1)(OCC)OCC